BrC(C(=O)Cl)CCCl 2-Bromo-4-chlorobutanoyl Chloride